N1CC(C1)N1C=CC2=CC=C(C=C12)F 1-(azetidin-3-yl)-6-fluoro-1H-indole